FC(C(=O)N1C2CN(CC1CC2)C2=NC=NN1C2=CC(=C1)C=1C=NN(C1)C)(F)F 2,2,2-trifluoro-1-(3-(6-(1-methyl-1H-pyrazol-4-yl)pyrrolo[2,1-f][1,2,4]triazin-4-yl)-3,8-diazabicyclo[3.2.1]octan-8-yl)ethan-1-one